1-benzyl-N-(4-methoxy-2-(trifluoromethoxy)benzyl)piperidine-4-carboxamide C(C1=CC=CC=C1)N1CCC(CC1)C(=O)NCC1=C(C=C(C=C1)OC)OC(F)(F)F